C(C)(C)(C)OC(=O)N1CC2(C1)CC(C2)NC2=C(C=C(C=C2)[N+](=O)[O-])C.N2(CCCCC2)[Si](C=C)(C=C)N2CCCCC2 di(piperidino)divinyl-silane tert-butyl-6-((2-methyl-4-nitrophenyl)amino)-2-azaspiro[3.3]heptane-2-carboxylate